(R)-4-((3S,8S,9S,10R,13R,14S,17R)-3-hydroxy-10,13-dimethyl-2,3,4,7,8,9,10,11,12,13,14,15,16,17-tetradecahydro-1H-cyclopenta[a]phenanthren-17-yl)-1-(4-methoxypiperidin-1-yl)pentan-1-one O[C@H]1CC[C@@]2([C@H]3CC[C@@]4([C@H](CC[C@H]4[C@@H]3CC=C2C1)[C@@H](CCC(=O)N1CCC(CC1)OC)C)C)C